zinc butyl sulfate S(=O)(=O)(OCCCC)[O-].[Zn+2].C(CCC)OS(=O)(=O)[O-]